C(C)(C)(C)OC(=O)N(C(OC(C)(C)C)=O)C1=NC=CC(=C1F)CC=1C=NC=C(C1C)OC tert-butyl N-(tert-butoxycarbonyl)-N-{3-fluoro-4-[(5-methoxy-4-methylpyridin-3-yl)methyl]pyridin-2-yl}carbamate